ethyl 3-(2-(2-chloro-5-cyanophenyl)-5,7-difluoro-4-oxo-1,4-dihydroquinolin-6-yl)propanoate ClC1=C(C=C(C=C1)C#N)C=1NC2=CC(=C(C(=C2C(C1)=O)F)CCC(=O)OCC)F